ClC1=NC(=NC(=C1)N1CCOCC1)NCCO 2-((4-chloro-6-morpholinylpyrimidin-2-yl)amino)ethanol